4-Amino-3-[6-(2-isobutoxyphenyl)pyridin-3-ylazo]naphthalin NC1=C(C=CC2=CC=CC=C12)N=NC=1C=NC(=CC1)C1=C(C=CC=C1)OCC(C)C